ClC=1C=C2CC3(CCN(CC3)C(=O)[O-])CC2=CC1 5-chloro-1,3-dihydrospiro[indene-2,4'-piperidine]-1'-carboxylate